tert-Butyl (3-(2-chloro-5-((1R,3R)-2,2-dichloro-3-(3,4-dichlorophenyl)cyclopropane-1-carboxamido)-3-fluorobenzamido)-2,4-difluorophenyl)carbamate ClC1=C(C(=O)NC=2C(=C(C=CC2F)NC(OC(C)(C)C)=O)F)C=C(C=C1F)NC(=O)[C@@H]1C([C@H]1C1=CC(=C(C=C1)Cl)Cl)(Cl)Cl